2-[(8-bromo-3-oxo-1H-benzo[e]isoindol-2-yl)methyl]oxirane-2-carboxamide BrC=1C=CC2=C(C=3CN(C(C3C=C2)=O)CC2(OC2)C(=O)N)C1